(S)-N-((R and S)-(3-chloro-2,4-difluorophenyl)(6-(2,2,2-trifluoroethoxy)pyridin-3-yl)methyl)-2-oxooxazolidine-5-carboxamide ClC=1C(=C(C=CC1F)[C@H](NC(=O)[C@@H]1CNC(O1)=O)C=1C=NC(=CC1)OCC(F)(F)F)F |&1:8|